ClC1=C(C(=O)P(CC)(C(C2=C(C=CC=C2Cl)Cl)=O)=O)C(=CC=C1)Cl bis(2,6-dichlorobenzoyl)ethylphosphine oxide